tert-butyl 3-(dimethylcarbamoyl)-3-methoxypyrrolidine-1-carboxylate CN(C(=O)C1(CN(CC1)C(=O)OC(C)(C)C)OC)C